2-(4-(3-((4-((3-aminopropyl)amino)butyl)amino)propyl)phenyl)-7,8-dihydroxy-4H-chromen NCCCNCCCCNCCCC1=CC=C(C=C1)C=1OC2=C(C(=CC=C2CC1)O)O